IC=1C=C(C=C(C1OC)OC)CC#N 2-(3-iodo-4,5-dimethoxy-phenyl)acetonitrile